(S)-(+)-3-methyl-4-phenyl-2-butanone C[C@H](C(C)=O)CC1=CC=CC=C1